3-[3-(2-chloro-6-methyl-4-pyridinyl)-5-[(3S)-3-(1-hydroxy-1-methyl-ethyl)piperazin-1-yl]pyrazolo[1,5-a]pyrimidin-2-yl]benzonitrile ClC1=NC(=CC(=C1)C=1C(=NN2C1N=C(C=C2)N2C[C@H](NCC2)C(C)(C)O)C=2C=C(C#N)C=CC2)C